5-amino-8-(2,6-dimethyl-4-pyridyl)-2-[(1-methylpyrazol-3-yl)methyl]-7-phenyl-[1,2,4]triazolo[4,3-c]pyrimidin-3-one NC1=NC(=C(C=2N1C(N(N2)CC2=NN(C=C2)C)=O)C2=CC(=NC(=C2)C)C)C2=CC=CC=C2